O=C1NC(CCC1N1C(C2=CC(=CC=C2C1=O)F)=O)=O 2-(2,6-dioxopiperidin-3-yl)-6-fluoroisoindolin-1,3-dione